2,2'-dichloro-6,6'-dimethylbenzidine ClC1=C(C(=CC(=C1)N)C)C1=C(C=C(N)C=C1C)Cl